gallium tris(8-hydroxyquinoline) OC=1C=CC=C2C=CC=NC12.OC=1C=CC=C2C=CC=NC12.OC=1C=CC=C2C=CC=NC12.[Ga]